methyl (2S)-2-amino-6-[[4-[[3-[4-(difluoromethoxy)phenyl]imidazo[1,2-a]pyrazin-8-yl]amino]-2-methylbenzoyl]amino]hexanoate N[C@H](C(=O)OC)CCCCNC(C1=C(C=C(C=C1)NC=1C=2N(C=CN1)C(=CN2)C2=CC=C(C=C2)OC(F)F)C)=O